3-(((benzyloxy)carbonyl)amino)-2-((6-phenylpyridin-2-yl)methyl)piperidine-1-carboxylic acid tert-butyl ester C(C)(C)(C)OC(=O)N1C(C(CCC1)NC(=O)OCC1=CC=CC=C1)CC1=NC(=CC=C1)C1=CC=CC=C1